ClC1=CC=C(C(=N1)N1N(C(=C(C1=O)NC(C1=CC=C(C=C1)OC(F)F)=O)C1=C(C=C(C=C1)OC)F)C)C(F)(F)F N-{2-[6-chloro-3-(trifluoromethyl)pyridin-2-yl]-5-(2-fluoro-4-methoxyphenyl)-1-methyl-3-oxo-2,3-dihydro-1H-pyrazol-4-yl}-4-(difluoromethoxy)benzamide